i-octyl methacrylate C(C(=C)C)(=O)OCCCCCC(C)C